N-octadecyl-3,6-dihydroxypyridin-4-one C(CCCCCCCCCCCCCCCCC)N1C=C(C(C=C1O)=O)O